N-(4-bromo-3-chloro-2-fluoro-phenyl)acetamide BrC1=C(C(=C(C=C1)NC(C)=O)F)Cl